CC(CS(=O)(=O)N(CC=1SC=CC1)CC=1SC=CC1)C 2-methyl-N,N-bis(2-thienylmethyl)propane-1-sulfonamide